α,α'-bis-(4-hydroxy-phenyl)-p-diisopropyl-benzene OC1=CC=C(C=C1)C(C)(C)C1=CC=C(C=C1)C(C)(C)C1=CC=C(C=C1)O